4,5-dichloro-2-fluorobenzaldehyde ClC1=CC(=C(C=O)C=C1Cl)F